(6aR,10aR)-1-Hydroxy-6,6,9-trimethyl-3-pentyl-6a,7,8,10a-tetrahydro-6H-benzo[c]chromene-2-carboxylic acid OC1=C2[C@H]3[C@H](C(OC2=CC(=C1C(=O)O)CCCCC)(C)C)CCC(=C3)C